[(1S)-1-[2-(3-cyano-5-methyl-pyrazol-1-yl)-6-[5-[(6-methylpyridazin-3-yl)amino]benzimidazol-1-yl]-3-pyridyl] ethyl] methyl carbonate C(O[C@@H](C)C=1C(=NC(=CC1)N1C=NC2=C1C=CC(=C2)NC=2N=NC(=CC2)C)N2N=C(C=C2C)C#N)(OC)=O